N-(4-(5-ethoxy-1H-benzo[d][1,2,3]triazol-1-yl)-3-fluorobenzyl)sulfamide C(C)OC1=CC2=C(N(N=N2)C2=C(C=C(CNS(=O)(=O)N)C=C2)F)C=C1